FC1=C(C(=O)NC2=C(C=C(C=C2)C(C(F)(F)F)(C(F)(F)F)F)C(F)(F)F)C=CC=C1[N+](=O)[O-] 2-fluoro-3-nitro-N-(4-(perfluoropropan-2-yl)-2-(trifluoromethyl)phenyl)benzamide